C(C=C)(=O)N1[C@@H](COCC1)C=1C=C(C=C(C1)Cl)C1OCC(NC1)=O 6-(3-((R)-4-acryloylmorpholin-3-yl)-5-chlorophenyl)morpholin-3-one